(benzofuran-6-yl-(phenyl)methyl)pyridine O1C=CC2=C1C=C(C=C2)C(C2=CC=CC=C2)C2=NC=CC=C2